The molecule is a trihydroxyflavanone that is (2S)-flavanone substituted by hydroxy groups at positions 5, 7 and 4', a geranyl group at position 3' and a prenyl group at position 6. Isolated from Schizolaena hystrix, it exhibits cytotoxicity against ovarian cancer cell line. It has a role as a metabolite and an antineoplastic agent. It is a trihydroxyflavanone and a member of 4'-hydroxyflavanones. CC(=CCC/C(=C/CC1=C(C=CC(=C1)[C@@H]2CC(=O)C3=C(O2)C=C(C(=C3O)CC=C(C)C)O)O)/C)C